N-methyl-N-((1S,2S)-2-vinylcyclopropane-1-carbonyl)-L-valine CN([C@@H](C(C)C)C(=O)O)C(=O)[C@@H]1[C@@H](C1)C=C